C(C)C1=C(NC2=CC=C(C=C12)C1CCN(CC1)CC=1N(C=CC1)C)C1=CC=NC=C1 3-ethyl-5-(1-((1-methyl-1H-pyrrol-2-yl)methyl)piperidin-4-yl)-2-(pyridin-4-yl)-1H-indole